ON1C=CC=2C1=CN=C(C2)C 1-hydroxy-5-methyl-pyrrolo[2,3-C]pyridine